diethyl ethoxymethylenemalonate C(C)OC=C(C(=O)OCC)C(=O)OCC